C(C=C)(=O)N1C[C@H]2COCC(N2[C@H](C1)C1=CC(=NC(=C1)Cl)C1=CC(=NC=N1)C(=O)NC)=O |r| racemic-6-(4-((6S,9aS)-8-acryloyl-4-oxooctahydropyrazino[2,1-c][1,4]oxazin-6-yl)-6-chloropyridin-2-yl)-N-methylpyrimidine-4-carboxamide